NC1=NC2=C(C=3N1N=C(N3)C=3OC=CC3)SC(N2CCN2CCN(CC2)C2=C(C=C(C(=O)NCC3NCCOC3)C=C2)F)=O 4-(4-(2-(5-Amino-8-(furan-2-yl)-2-oxothiazolo[5,4-e][1,2,4]triazolo[1,5-c]pyrimidin-3(2H)-yl)ethyl)piperazin-1-yl)-3-fluoro-N-(morpholin-3-ylmethyl)benzamide